C(CCC)C1(C=O)CC(=CC(=C1)CCCC)CCCC 1,3,5-tributyl-benzaldehyde